CC1=NN(C=2C3=C(C(C(C12)=O)=O)C=CC=C3)C3=NC=CC=C3 3-methyl-1-(pyridin-2-yl)-1H-benzo[g]indazole-4,5-dione